FC(C(=O)N1[C@H](CN(CC1)C1=NC(=NC=2CN(CCCC21)C2=C1C=NNC1=CC=C2)OC[C@H]2N(CCC2)C)CC#N)=C 2-[(2S)-1-(2-fluoroprop-2-enoyl)-4-[8-(1H-indazol-4-yl)-2-[[(2S)-1-methylpyrrolidin-2-yl]methoxy]-5,6,7,9-tetrahydropyrimido[4,5-c]azepin-4-yl]piperazin-2-yl]acetonitrile